C(=O)=C1N=C2C=CC=C(C2=C1)C1=CC=CC=C1 2-carbonyl-4-phenylindole